N,N'-dimethyl-3,7-diazanonan CN(CCCN(CC)C)CC